7-((2,3-Dichlorophenyl)(pyridin-2-ylamino)methyl)quinolin-8-ol ClC1=C(C=CC=C1Cl)C(C1=CC=C2C=CC=NC2=C1O)NC1=NC=CC=C1